The molecule is a zwitterion obtained by transfer of a proton from the 5-hydroxy to the tertiary amino group of aclacinomycin S. It is the major microspecies at pH 7.3 (according to Marvin v 6.2.0.). It has a role as an antimicrobial agent, an antineoplastic agent and a bacterial metabolite. It is a tautomer of an aclacinomycin S. CC[C@]1(C[C@@H](C2=C(C3=C(C=C2[C@H]1C(=O)OC)C(=O)C4=C(C3=O)C(=CC=C4)O)[O-])O[C@H]5C[C@@H]([C@@H]([C@@H](O5)C)O[C@H]6C[C@@H]([C@@H]([C@@H](O6)C)O)O)[NH+](C)C)O